N.[Co+3] cobalt (III) ammonia